2-ethyl-3-methyl-α-methylstyrene C(C)C1=C(C(=C)C)C=CC=C1C